1-(2-hydroxy-2-methylpropyl)-N-((5-phenyl-1,3,4-thiadiazol-2-yl)methyl)-1H-1,2,3-triazole-4-carboxamide OC(CN1N=NC(=C1)C(=O)NCC=1SC(=NN1)C1=CC=CC=C1)(C)C